CC(=CCNC=1C=2N=CN([C@H]3[C@H](O)[C@H](O)[C@@H](CO)O3)C2N=CN1)C N6-(3-methylbut-2-enyl)-adenosine